Tert-butyl 4-[2-[2-[4-(2,6-dioxo-3-piperidyl)phenyl]ethoxy]ethoxy]piperidine-1-carboxylate O=C1NC(CCC1C1=CC=C(C=C1)CCOCCOC1CCN(CC1)C(=O)OC(C)(C)C)=O